NC=1N=C(N(C(C1SC=1C(=C(C#N)C=CC1)Cl)=O)C)N1CCC2(CC1)[C@@H](C1=CC=CC=C1C2)N (S)-3-((4-amino-2-(1-amino-1,3-dihydrospiro[indene-2,4'-piperidin]-1'-yl)-1-methyl-6-oxo-1,6-dihydropyrimidin-5-yl)thio)-2-chlorobenzonitrile